N1N=C(C=C1)C=1C=C(C(=O)O)C=CC1 3-(1H-pyrazol-3-yl)benzoic acid